BrC1=COC2=C1C=C(C=C2)CBr 3-bromo-5-(bromomethyl)-1-benzofuran